racemic-2-amino-1-phenylethan-1-ol NC[C@H](O)C1=CC=CC=C1 |r|